(2-(5'-fluoro-1'-methyl-3-(methyl(phenyl)amino)-1H,1'H-[4,6'-biindazol]-1-yl)acetyl)glycylglycine FC=1C=C2C=NN(C2=CC1C=1C=2C(=NN(C2C=CC1)CC(=O)NCC(=O)NCC(=O)O)N(C1=CC=CC=C1)C)C